C(CC)C1CCC(CC1)C1CCC(CC1)CCCC trans-4-propyl-4'-butyl-1,1'-bicyclohexane